C1=CC=CC=2C3=CC=CC=C3C(C12)COC(=O)N[C@H](C(=O)OCC=C)CC(=O)NC(CC(=O)OC(C)(C)C)C1=NC=CC=C1 (2S)-allyl 2-((((9H-fluoren-9-yl)methoxy)carbonyl)amino)-4-((3-(tert-butoxy)-3-oxo-1-(pyridin-2-yl)propyl)amino)-4-oxobutanoate